CC1=CC(=O)CC(C1)(C)C The molecule is a cyclic ketone, the structure of which is that of cyclohex-2-en-1-one substituted by methyl groups at positions 3, 5 and 5. It has a role as a solvent and a plant metabolite. It is a cyclic ketone and an enone.